C1(CC1)N1N=C(N=C1[C@@H]1C[C@@H](CC1)N1CCOCCC1)C1=NC(=CC=C1)C(F)(F)F 4-((1R,3S)-3-(1-cyclopropyl-3-(6-(trifluoromethyl)pyridin-2-yl)-1H-1,2,4-triazol-5-yl)cyclopentyl)-1,4-oxaazepane